tert-Butyl N-[4-[3-[(E)-[3-[2-[N-tert-butoxycarbonyl-3-(trifluoromethyl)anilino]thiazol-4-yl]phenyl]azo]phenyl]thiazol-2-yl]-N-[3-(trifluoromethyl)phenyl]carbamate C(C)(C)(C)OC(=O)N(C1=CC(=CC=C1)C(F)(F)F)C=1SC=C(N1)C=1C=C(C=CC1)\N=N\C=1C=C(C=CC1)C=1N=C(SC1)N(C(OC(C)(C)C)=O)C1=CC(=CC=C1)C(F)(F)F